COC(=O)CC=1C(NC(N([C@H]2[C@H](OC)[C@H](O)[C@@H](CO)O2)C1)=O)=O 5-methoxycarbonylmethyl-2'-O-methyluridine